CN1C(=NN=C1S)C1=C(C=C(C=C1)NC(=O)C1CC1)N1CCCC1 N-[4-(4-methyl-5-sulfanyl-1,2,4-triazol-3-yl)-3-pyrrolidin-1-ylphenyl]cyclopropanecarboxamide